tert-butyl 6-benzyl-7-oxo-2,3,6,7-tetrahydro-1H-pyrrolo[2,3-c]pyridine-1-carboxylate C(C1=CC=CC=C1)N1C(C2=C(C=C1)CCN2C(=O)OC(C)(C)C)=O